3-(4-(methylthio)pyrimidin-2-yl)-6-(trifluoromethyl)imidazo[1,2-a]Pyrazine CSC1=NC(=NC=C1)C1=CN=C2N1C=C(N=C2)C(F)(F)F